6-Chloro-N-[3-fluoro-4-[(7-methoxy-1,5-naphthyridin-4-yl)oxy]phenyl]-5-(4-fluorophenyl)-1-methyl-4-oxopyridine-3-carboxamide ClC1=C(C(C(=CN1C)C(=O)NC1=CC(=C(C=C1)OC1=CC=NC2=CC(=CN=C12)OC)F)=O)C1=CC=C(C=C1)F